vinyl trityl peroxide C(C1=CC=CC=C1)(C1=CC=CC=C1)(C1=CC=CC=C1)OOC=C